N-(4-((6,7-dimethoxyquinazolin-4-yl)thio)butyl)sulfamide hydrochloride Cl.COC=1C=C2C(=NC=NC2=CC1OC)SCCCCNS(=O)(=O)N